tert-butyl (4-benzyl-3-oxo-3,4-dihydro-2H-benzo[b][1,4]thiazin-6-yl)carbamate C(C1=CC=CC=C1)N1C2=C(SCC1=O)C=CC(=C2)NC(OC(C)(C)C)=O